Lanthanum oxysulfide O=S.[La]